1-[(2-{[2-(3-chloro-4-fluorophenyl)-1-hydroxypropan-2-yl]amino}-1H-1,3-benzodiazol-4-yl)-methyl]imidazolidin-2-one ClC=1C=C(C=CC1F)C(CO)(C)NC1=NC2=C(N1)C=CC=C2CN2C(NCC2)=O